BrC(OC1=CC=C2C=NN(C2=C1[N+](=O)[O-])C)(F)F 6-(bromodifluoromethoxy)-1-methyl-7-nitroindazole